Methyl 2-((4-pentylphenyl)sulfonamido)benzoate C(CCCC)C1=CC=C(C=C1)S(=O)(=O)NC1=C(C(=O)OC)C=CC=C1